O=C1NC(CCC1N1C(N(C2=C1C=CC(=C2)C#CCCCCCCNC(OC(C)(C)C)=O)C)=O)=O Tert-butyl N-[8-[1-(2,6-dioxopiperidin-3-yl)-3-methyl-2-oxo-1,3-benzodiazol-5-yl]oct-7-yn-1-yl]carbamate